ClC=1C=C(C=C2C(=C(C=NC12)C#N)NC1=CC(=C(C=C1)F)Cl)N([C@@H](C=1N=CSC1)C=1N=NN(C1)C1CCN(CC1)CC)CC (S)-8-chloro-4-((3-chloro-4-fluorophenyl)amino)-6-(ethyl((1-(1-ethylpiperidin-4-yl)-1H-1,2,3-triazol-4-yl)(thiazol-4-yl)methyl)amino)quinoline-3-carbonitrile